3-chloro-5-(1H-pyrazol-1-yl)pyridazine ClC=1N=NC=C(C1)N1N=CC=C1